COC1=CC=C(C=C1)C=CC(=O)N1C(OC(C1)([2H])[2H])=O 3-(3-(4-methoxyphenyl)acryloyl)oxazolidin-2-one-5,5-d2